C(CCCCCCC)NC(OCCCCCCCCCCC)=O undecyl N-octylcarbamate